bromo-1-methyl-3,4-dihydroisoquinoline-2(1H)-carboxylic acid tert-butyl ester C(C)(C)(C)OC(=O)N1C(C2=CC=CC=C2CC1)(C)Br